C(#N)C=1C=CC(=C2C=CC=NC12)N1C[C@@]2(C[C@@]2(C1)C(F)(F)F)C1=NN=C(O1)C1CCN(CC1)C(=O)OC(C)(C)C tert-butyl 4-(5-((1S,5R)-3-(8-cyanoquinolin-5-yl)-5-(trifluoromethyl)-3-azabicyclo[3.1.0]hexan-1-yl)-1,3,4-oxadiazol-2-yl)piperidine-1-carboxylate